(S)-3-(2-hydroxyethyl)-2,8-diazaspiro[4.5]decan-1-one OCC[C@H]1NC(C2(C1)CCNCC2)=O